OC1(CCC(CC1)N1N=C2C=C(C(=CC2=C1)NC(=O)C1=[N+](C(=CC=C1)OC)[O-])OC)C 2-((2-((1r,4r)-4-hydroxy-4-methylcyclohexyl)-6-methoxy-2H-indazol-5-yl)carbamoyl)-6-methoxypyridine 1-oxide